(1,2,3,4-tetrahydronaphthalen-1-yloxy)-7-(trifluoromethylsulfanyl)-2,3-dihydro-1H-inden-1-one C1(CCCC2=CC=CC=C12)OC1C(C2=C(C=CC=C2C1)SC(F)(F)F)=O